ICCC\C=C/CCCCCC(OCCCC)OCCCC (7Z)-11-iodo-1,1-dibutoxy-7-undecene